BrC1=CC=C2C(=N1)CCN2C(CC)=O 1-(5-bromo-2,3-dihydro-1H-pyrrolo[3,2-b]pyridin-1-yl)propan-1-one